O1CCN(CC1)C=1C2=C(N=CN1)NC(=C2)C2=CC=C(N)C=C2 4-(4-morpholino-7h-pyrrolo[2,3-d]pyrimidin-6-yl)aniline